trans-3-((tert-butyldimethylsilyl)oxy)cyclobutanol [Si](C)(C)(C(C)(C)C)O[C@@H]1C[C@H](C1)O